(3S,8S,9S,10R,13R,14S,17R)-10,13-dimethyl-17-((R)-4-(pyridin-4-yl)butan-2-yl)-2,3,4,7,8,9,10,11,12,13,14,15,16,17-tetradecahydro-1H-cyclopenta[a]phenanthren-3-ol C[C@]12[C@H]3CC[C@@]4([C@H](CC[C@H]4[C@@H]3CC=C2C[C@H](CC1)O)[C@H](C)CCC1=CC=NC=C1)C